N,N'-bis(phenanthren-9-yl)-N,N'-diphenyl-benzidine C1=CC=CC=2C3=CC=CC=C3C(=CC12)N(C1=CC=C(C=C1)C1=CC=C(N(C2=CC=CC=C2)C=2C3=CC=CC=C3C=3C=CC=CC3C2)C=C1)C1=CC=CC=C1